Benzyl-4-(4-(methoxycarbonyl)-2-(oxetan-3-ylmethoxy)phenyl)-3,6-dihydropyridine-1(2H)-carboxylate C(C1=CC=CC=C1)OC(=O)N1CCC(=CC1)C1=C(C=C(C=C1)C(=O)OC)OCC1COC1